BrC1=CC(=C(C=C1)OCC1=CC(=CC=C1)F)CC1=CC(=CC=C1)F 4-bromo-2-(3-fluorobenzyl)-1-(3-fluorobenzyloxy)benzene